(2R,3S,5R)-5-(4-aminopyrrolo[2,1-f][1,2,4]triazin-7-yl)-2-(hydroxymethyl)tetrahydrofuran-3-ol NC1=NC=NN2C1=CC=C2[C@H]2C[C@@H]([C@H](O2)CO)O